4-methyl-1-oxaspiro[5.5]undecan CC1CCOC2(C1)CCCCC2